[(methyl-d3)pyridinyl]biphenyl C([2H])([2H])([2H])C=1C(=NC=CC1)C1=C(C=CC=C1)C1=CC=CC=C1